6-(4-((5-cyclopropyl-3-(2,6-dichlorophenyl)-4-isoxazolyl)methoxy)-1-piperidinyl)-1-methyl-1H-Indole-3-carboxylic acid C1(CC1)C1=C(C(=NO1)C1=C(C=CC=C1Cl)Cl)COC1CCN(CC1)C1=CC=C2C(=CN(C2=C1)C)C(=O)O